dihydropyridine pyridinium salt [NH+]1=CC=CC=C1.N1CC=CC=C1